4-benzoyl-5,8,8-trimethyl-4-azabicyclo[5.1.0]octane-3-one C(C1=CC=CC=C1)(=O)N1C(CC2C(C2CC1C)(C)C)=O